1-(2-methyl-6-(methylsulfonyl)pyridin-3-yl)-N-((5-phenyl-1,3,4-thiadiazol-2-yl)methyl)-1H-1,2,3-triazole-4-carboxamide CC1=NC(=CC=C1N1N=NC(=C1)C(=O)NCC=1SC(=NN1)C1=CC=CC=C1)S(=O)(=O)C